CN(C(CCCCC)=O)C N,N-Dimethylhexanamide